[3-(4-chloro-2-fluorophenyl)-5-(2,4-difluorophenyl)-1,2-oxazol-4-yl](pyridin-3-yl)methanol ClC1=CC(=C(C=C1)C1=NOC(=C1C(O)C=1C=NC=CC1)C1=C(C=C(C=C1)F)F)F